5-[1-hydroxy-2-[(1-methyl-3-phenylpropyl)amino]ethyl]salicylamide monohydrochloride Cl.OC(CNC(CCC1=CC=CC=C1)C)C1=CC=C(C(C(=O)N)=C1)O